ClC=1C(=CC(=NC1)NC(C(C)C1=NC(=CC=C1)C#N)=O)C1=C2N(N=C1)CC(C2)(C)C N-(5-chloro-4-(5,5-dimethyl-5,6-dihydro-4H-pyrrolo[1,2-b]pyrazol-3-yl)pyridin-2-yl)-2-(6-cyanopyridin-2-yl)propionamide